FC=1C=C2C(C(=C(N3C2=C(C1)C(CC3)(C)O)CO)I)=O 9-Fluoro-7-hydroxy-3-(hydroxymethyl)-2-iodo-7-methyl-6,7-dihydropyrido[3,2,1-ij]quinolin-1(5H)-one